NC1=NC=CC(=C1[N+](=O)[O-])C1=CC(=C(CNC(=O)C2=NC(=NO2)C(C)(C)C)C=C1)S(=O)(=O)C N-(4-(2-amino-3-nitropyridin-4-yl)-2-(methylsulfonyl)benzyl)-3-(tert-butyl)-1,2,4-oxadiazole-5-carboxamide